C1(CC1)C1=CC=2N(C(=C1)CCC(=O)OCC)N=C(C2)CO ethyl 3-(5-cyclopropyl-2-(hydroxymethyl)pyrazolo[1,5-a]pyridin-7-yl)propanoate